N\C(=C/C(N)=S)\C(F)(F)F (Z)-3-amino-4,4,4-trifluorobut-2-enethioamide